C1(CCCCC1)OC1=CC(=C(C=C1)C=C)[N+](=O)[O-] 4-(Cyclohexyloxy)-1-vinyl-2-Nitrobenzene